O1CCN(CC1)CC1=CC(=NC(=C1)NC=1SC(=CN1)C=1OC(=NN1)C1=CC=CC=C1)N[C@@H]1CN(CCC1)C(=O)OC(C)(C)C tert-Butyl (S)-3-((4-(morpholinomethyl)-6-((5-(5-phenyl-1,3,4-oxadiazol-2-yl)thiazole-2-yl)amino)pyridine-2-yl)amino)piperidine-1-carboxylate